3-(ethylsulfonyl)-2-[4-(2,2,3,3,4,4,4-heptafluorobutoxy)-1H-pyrazol-1-yl]-6-(Trifluoromethyl)imidazo[1,2-a]pyridine C(C)S(=O)(=O)C1=C(N=C2N1C=C(C=C2)C(F)(F)F)N2N=CC(=C2)OCC(C(C(F)(F)F)(F)F)(F)F